sodium 2-hydroxyethylacrylate, lithium salt [Li].OCCOC(C=C)=O.[Na]